BrC=1C=C(C(=C(C1)NC(OC(C)(C)C)=O)F)OC tert-butyl N-(5-bromo-2-fluoro-3-methoxyphenyl)carbamate